2-((2R,5R)-5-methyl-2-(((R)-3-methylmorpholino)methyl)piperazin-1-yl)ethan-1-one methyl(methyl)phosphinate CP(O)(=O)C.C[C@H]1NC[C@@H](N(C1)CC=O)CN1[C@@H](COCC1)C